tert-Butyl ((S)-3-(3-(cyclopropylsulfonyl)phenoxy)-2-hydroxypropyl)((R)-8-((1-ethyl-4-oxo-1,4-dihydroquinolin-3-yl)sulfonyl)-1-oxa-8-azaspiro[4.5]decan-3-yl)carbamate C1(CC1)S(=O)(=O)C=1C=C(OC[C@H](CN(C(OC(C)(C)C)=O)[C@H]2COC3(C2)CCN(CC3)S(=O)(=O)C3=CN(C2=CC=CC=C2C3=O)CC)O)C=CC1